iodine oleic acid C(CCCCCCC\C=C/CCCCCCCC)(=O)O.[I]